O1CCN(CC1)C1=NN2C(NC3=C(C2=O)C2(CCN(CC2)C(=O)OC(C)(C)C)OC3)=N1 tert-butyl 2-morpholino-8-oxo-5,8-dihydro-4H-spiro[furo[3,4-d][1,2,4]triazolo[1,5-a]pyrimidine-7,4'-piperidine]-1'-carboxylate